COC=1C(=NC(=NC1C1=CC(=CC=C1)C1=NN(C=C1)C)N1CCOCC1)N1CC(N(CC1)C)=O 4-(5-methoxy-6-(3-(1-methyl-1H-pyrazol-3-yl)phenyl)-2-morpholinopyrimidin-4-yl)-1-methylpiperazin-2-one